(R)-(2-chloro-5-(3,5-dimethyl-2,6-dioxo-4-thioxo-1,3,5-triazin-1-yl)-4-fluorobenzoyl)alanine ethyl ester C(C)OC([C@H](NC(C1=C(C=C(C(=C1)N1C(N(C(N(C1=O)C)=S)C)=O)F)Cl)=O)C)=O